B([O-])OB[O-].[B+3].[B+3].B([O-])OB[O-].B([O-])OB[O-] diboron diboronate